ClC=1C=C2C=C(NC2=CC1OCC=1N=CSC1)CNC(=O)[C@H]1C(N(C1)C)=O (S)-N-((5-chloro-6-(thiazol-4-ylmethoxy)-1H-indol-2-yl)methyl)-1-methyl-2-oxoazetidine-3-carboxamide